tert-butyl (26-(5-chloro-2-((2-methoxyphenyl)(methyl)carbamoyl)-4-(4,4,5,5-tetramethyl-1,3,2-dioxaborolan-2-yl)phenoxy)-3,6,9,12,15,18,21,24-octaoxahexacosyl)carbamate ClC=1C(=CC(=C(OCCOCCOCCOCCOCCOCCOCCOCCOCCNC(OC(C)(C)C)=O)C1)C(N(C)C1=C(C=CC=C1)OC)=O)B1OC(C(O1)(C)C)(C)C